(2-benzofurazan-4-ylsulfonyl-2,6-diazaspiro[3.3]heptane-6-yl)-[6-(3-cyclopropyl-1,2,4-triazol-1-yl)-2-azaspiro[3.3]heptane-2-yl]methanone N1=C2C(=NO1)C(=CC=C2)S(=O)(=O)N2CC1(C2)CN(C1)C(=O)N1CC2(C1)CC(C2)N2N=C(N=C2)C2CC2